4-(4-methoxypiperidine-1-carbonyl)benzenesulfonamide COC1CCN(CC1)C(=O)C1=CC=C(C=C1)S(=O)(=O)N